Cyclopropyl-3-ethyl-8-(6-((4-((6-fluoronicotinamido)methyl)benzyl)amino)pyridin-3-yl)xanthine C1(CC1)N1C(=O)N(C=2N=C(NC2C1=O)C=1C=NC(=CC1)NCC1=CC=C(C=C1)CNC(C1=CN=C(C=C1)F)=O)CC